4,4'-trimethylenedipyridine N1=CC=C(C=C1)CCCC1=CC=NC=C1